cyclopentyl-6-(3-pyridyl)pyridine-2,3-diamine C1(CCCC1)C1=C(C(=NC(=C1)C=1C=NC=CC1)N)N